C1=CC=CC=2SC3=CC=CC=C3C3(C12)OCCCO3 spiro[1,3-dioxane-2,9'-thioxanthen]